N-(2-chlorophenyl)-2-(((7-fluoro-4-oxo-3,4-dihydroquinazolin-2-yl)methyl)(methyl)amino)-N-methylacetamide ClC1=C(C=CC=C1)N(C(CN(C)CC1=NC2=CC(=CC=C2C(N1)=O)F)=O)C